[N+](=O)([O-])C=1C=NN(C1)COCC[Si](C)(C)C 4-Nitro-1-((2-(trimethylsilyl)ethoxy)methyl)-1H-pyrazole